tert-butyl ((S)-2-hydroxy-3-(3-(N-methylsulfamoyl)phenoxy)propyl)((R)-1-oxa-8-azaspiro[4.5]decan-3-yl)carbamate O[C@@H](CN(C(OC(C)(C)C)=O)[C@H]1COC2(C1)CCNCC2)COC2=CC(=CC=C2)S(NC)(=O)=O